4-[(1R)-1-aminoethyl]phenol hydrobromide salt Br.N[C@H](C)C1=CC=C(C=C1)O